NNC([O-])=O aminocarbamate